[4-[3-(4-Chlorophenyl)-3-[4-[3-(morpholin-4-yl)propynyl]phenyl]allyloxy]-2-methyl-phenoxy]acetic acid ClC1=CC=C(C=C1)C(=CCOC1=CC(=C(OCC(=O)O)C=C1)C)C1=CC=C(C=C1)C#CCN1CCOCC1